spiro[9H-thioxanthene-9,9'-[9H]fluorene] C1=CC=CC=2C3=CC=CC=C3C3(C12)C1=CC=CC=C1SC=1C=CC=CC13